C(#N)C=1C=NN2C1C(=CC(=C2)OCC)C=2C=CC(=NC2)N2CCC(CC2)(CN2CCOCC2)NC(C(C(C)C)C)=O N-(1-(5-(3-cyano-6-ethoxypyrazolo[1,5-a]pyridin-4-yl)pyridin-2-yl)-4-(morpholinomethyl)piperidin-4-yl)-2,3-dimethylbutanamide